CC=1N=C2N(N=C(C=C2C)C2=CN3C(S2)=NC(=N3)C3CCN(CC3)C(=O)OCC3=CC=CC=C3)C1 benzyl 4-(5-[2,8-dimethylimidazo[1,2-b]pyridazin-6-yl]-[1,2,4]triazolo[3,2-b][1,3]thiazol-2-yl)piperidine-1-carboxylate